4-amino-5-[2-(4-hydroxyphenyl)ethylamino]-phthalonitrile NC=1C=C(C(C#N)=CC1NCCC1=CC=C(C=C1)O)C#N